COC1=CC=C(C=C1)C(OC[C@@]1(COC[C@@H](O1)N1C=2N=C(NC(C2N=C1)=O)C(C(=O)N)(C)C)CO[Si](C(C)C)(C(C)C)C(C)C)(C1=CC=CC=C1)C1=CC=C(C=C1)OC [9-[(2R,6S)-6-[[bis(4-methoxyphenyl)-phenyl-methoxy]methyl]-6-(triisopropylsilyl-oxymethyl)-1,4-dioxan-2-yl]-6-oxo-1H-purin-2-yl]-2-methyl-propionamide